L(+)-ascorbic acid, sodium salt [Na+].O=C1C(O)=C([O-])[C@H](O1)[C@@H](O)CO